4-methoxy-2-(3-methyloxiranyl)-phenyl isobutyrate CC1C(O1)C2=C(C=CC(=C2)OC)OC(=O)C(C)C